FC1=C(C(=C(C=C1OC)OC)F)N1C(N(C2=C(C1)C=NC(=C2)C=2C=NN(C2)C)CC)=O 3-(2,6-difluoro-3,5-dimethoxyphenyl)-1-ethyl-7-(1-methyl-1H-pyrazol-4-yl)-3,4-dihydropyrido[4,3-d]pyrimidin-2(1H)-one